4-cyano-4''-ethoxy-p-terphenyl C(#N)C1=CC=C(C=C1)C1=CC=C(C=C1)C1=CC=C(C=C1)OCC